COC1=C(C=CC=C1)C=CCNCC(C)O ((3-(2-methoxyphenyl)allyl)amino)propan-2-ol